CN1C(C(=NC2=CC=CC=C12)C1N(C(CC1)=O)C)=O methyl-3-(1-methyl-5-oxopyrrolidin-2-yl)quinoxalin-2(1H)-one